1-(2-chloroethyl)-3-(p-tolyl)urea CC1=CC=C(C=C1)NC(=O)NCCCl